C(C)(C)(C)C=1C=C(C2=C(C(C(O2)=O)C2=CC(=C(C=C2)C)C)C1)C(C)(C)C 5,7-di-t-butyl-3-(3,4-dimethyl-phenyl)-3H-benzofuran-2-one